CN(N(C)C)N trimethyltriazane